O1CCN(C2=C1C=CC=C2)NC(=O)C=2C=NC1=C(C=CN=C1C2N2CCOCC2)C2=C(C(=CC(=C2)F)F)F N-(2,3-dihydro-1,4-benzoxazin-4-yl)-4-morpholino-8-(2,3,5-trifluoro-phenyl)-1,5-naphthyridine-3-carboxamide